CC=1C=C(N=NC1N1C(C=2C=C(C=NC2CC1([2H])[2H])C1=CC=NN1C)([2H])[2H])C#N 5-methyl-6-(3-(1-methyl-1H-pyrazol-5-yl)-7,8-dihydro-1,6-naphthyridin-6(5H)-yl-5,5,7,7-d4)pyridazine-3-carbonitrile